ClC1=C(C=C2CCN(C2=C1)C1=NC=NC2=CC=C(C=C12)C=1C(=NC(=NC1)N)OC)F 5-[4-(6-chloro-5-fluoro-indolin-1-yl)quinazolin-6-yl]-4-methoxy-pyrimidin-2-amine